C1(CCCCC1)C1C(C2=CC=C(C=C2CC1)OC)C1=C(C=C(C=C1F)O)F 4-(2-cyclohexyl-6-methoxy-1,2,3,4-tetrahydronaphthalen-1-yl)-3,5-difluorophenol